ClC1=CC2=C(NC(NS2(=O)=O)C)C=C1 7-Chloro-3-methyl-3,4-dihydro-2H-1,2,4-benzothiadiazine S,S-dioxide